NC=1C(=NC(=CN1)C1=CC=C(C=C1)N1C[C@H](N([C@H](C1)C)C)C)C=1C=C2CCNC(C2=CC1)=O 6-(3-amino-6-(4-((3R,5S)-3,4,5-trimethylpiperazin-1-yl)phenyl)pyrazin-2-yl)-3,4-dihydroisoquinolin-1(2H)-one